3,6-Dimethylheptylacetat CC(CCOC(C)=O)CCC(C)C